FC(OC=1C=2N(C=CC1)N=C(C2)[C@@H]2N(CCC1=C2N=CN1)C(=O)C=1OC(=NN1)C1=NN(C=C1)C(F)(F)F)F (R)-(4-(4-(difluoromethoxy)pyrazolo[1,5-a]pyridin-2-yl)-6,7-dihydro-1H-imidazo[4,5-c]pyridin-5(4H)-yl)(5-(1-(trifluoromethyl)-1H-pyrazol-3-yl)-1,3,4-oxadiazol-2-yl)methanone